C(#N)C(C(=O)C1=C(C=C(C=C1)C(F)(F)F)S(=O)(=O)C)C(=O)C1CC1 2-cyano-3-cyclopropyl-1-(2-methylsulfonyl-4-Trifluoromethylphenyl)propane-1,3-dione